(S)-3-methyl-N-(2-((2-methylpyrrolidin-1-yl)methyl)-1H-pyrrolo[3,2-c]pyridin-6-yl)benzo[d]isoxazole-6-carboxamide CC1=NOC2=C1C=CC(=C2)C(=O)NC2=CC1=C(C=N2)C=C(N1)CN1[C@H](CCC1)C